[Na].N1[C@@H](CSCC1)CO (3R)-thiomorpholin-3-yl-methanol Sodium